C(#N)/C(=C\1/SCC(S1)C1=C(C=C(C=N1)NC(OCC)=O)F)/N1N=CN=C1 ethyl (E)-(6-{2-[cyano(1H-1,2,4-triazol-1-yl)methylene]-1,3-dithiolan-4-yl}-5-fluoropyridin-3-yl)carbamate